4-bromo-2-(cyclobutylthio)-7-fluoro-5-methyl-1H-indole BrC1=C2C=C(NC2=C(C=C1C)F)SC1CCC1